8-(4-fluoro-2-methoxyphenyl)-9-(4-((1-(3-fluoropropyl)azetidin-3-yl)methyl)phenyl)-6,7-dihydro-5H-benzo[7]annulene-3-carboxylic acid FC1=CC(=C(C=C1)C=1CCCC2=C(C1C1=CC=C(C=C1)CC1CN(C1)CCCF)C=CC(=C2)C(=O)O)OC